C(C)(C)(C)OC(=O)N1[C@@H](C[C@H](CC1)NC1CCOCC1)C (2R,4S)-2-methyl-4-((tetrahydro-2H-pyran-4-yl)amino)piperidine-1-carboxylic acid tert-butyl ester